COC(=O)C1CN(CC(C1)C=1C(=C2COC(C2=CC1)=O)C)C(=O)OC(C)(C)C 5-(4-methyl-1-oxo-1,3-dihydroisobenzofuran-5-yl)piperidine-1,3-dicarboxylic acid 1-(tert-butyl) ester 3-methyl ester